2-(2,6-difluorophenyl)-N-(methylcarbamoyl)-2-(4-(trifluoromethyl)pyridin-2-yl)acetamide FC1=C(C(=CC=C1)F)C(C(=O)NC(NC)=O)C1=NC=CC(=C1)C(F)(F)F